Tert-butyl (3S)-3-(4-amino-7-bromo-3-iodo-pyrazolo[4,3-c]pyridin-1-yl)pyrrolidine-1-carboxylate NC1=NC=C(C2=C1C(=NN2[C@@H]2CN(CC2)C(=O)OC(C)(C)C)I)Br